The molecule is an (omega-1)-hydroxy fatty acid ascaroside obtained by formal condensation of the alcoholic hydroxy group of (2E,20R)-20-hydroxyhenicos-2-enoic acid with ascarylopyranose (the alpha anomer). It is a metabolite of the nematode Caenorhabditis elegans. It has a role as a Caenorhabditis elegans metabolite. It is an alpha,beta-unsaturated monocarboxylic acid and an (omega-1)-hydroxy fatty acid ascaroside. It derives from a (2E,20R)-20-hydroxyhenicos-2-enoic acid. It is a conjugate acid of an ascr#37(1-). C[C@H]1[C@@H](C[C@H]([C@@H](O1)O[C@H](C)CCCCCCCCCCCCCCCC/C=C/C(=O)O)O)O